FC(C(=O)O)(F)F.FC=1C=C(C(=O)NCC2CCC(CC2)N2N=C3C=C(C=CC3=C2)C2=CC=3N(C=C2)C=CN3)C=C(C1O)F 3,5-difluoro-4-hydroxy-N-({(1r,4r)-4-[6-(imidazo[1,2-a]pyridin-7-yl)-2H-indazol-2-yl]cyclohexyl}methyl)benzamide, trifluoroacetate salt